N-[(3E)-7-(pyridin-2-yl)hept-3-enyl]propionamide N1=C(C=CC=C1)CCC/C=C/CCNC(CC)=O